Cl.N[C@@H]1CN(CC1)C1=C2C(=NC3=CC=C(C=C13)C1=CC(=NC=C1)NC1=CC=C(C=C1)S(=O)(=O)N1CCOCC1)CCCCC2 (S)-4-(11-(3-Aminopyrrolidin-1-yl)-7,8,9,10-tetrahydro-6H-cyclohepta[b]quinolin-2-yl)-N-(4-(morpholinosulfonyl)phenyl)pyridin-2-amine hydrochloride